(4-((5,6,7,8-tetrahydro-1,8-naphthyridin-2-yl)methyl)piperidin-1-yl)acetic acid N1=C(C=CC=2CCCNC12)CC1CCN(CC1)CC(=O)O